IC1=C(C=CC(=C1)[N+](=O)[O-])CC(=O)OC methyl 2-(2-iodo-4-nitrophenyl)acetate